C1=CC(=CC=2CCC3C4CCC(C4CCC3C12)O)O 6,7,8,9,11,12,14,15,16,17-decahydrocyclopenta[a]phenanthrene-3,17-diol